2-((4,6-dicyclohexylpyrimidin-5-yl)amino)-5-fluoro-6-(2-fluoro-6-methoxyphenyl)nicotinic acid C1(CCCCC1)C1=NC=NC(=C1NC1=C(C(=O)O)C=C(C(=N1)C1=C(C=CC=C1OC)F)F)C1CCCCC1